ClC1=CC(=C(C(=C1)C)NC(=O)C1=CC(=NN1C1=NC=CC=C1Cl)OCF)C(=O)NC(C)(C)C N-[4-chloro-2-[[(1,1-dimethylethyl)amino]carbonyl]-6-methylphenyl]-1-(3-chloro-2-pyridinyl)-3-(fluoromethoxy)-1H-pyrazole-5-carboxamide